ClC1=C2C=NN(C2=CC=C1C1=NNC2=NC(=CN=C21)N2C[C@@H]1[C@]([C@@H]1CC2)(C2=C(C=CC=C2)F)CN)C2CC2 ((1S,6R,7R)-3-(3-(4-chloro-1-cyclopropyl-1H-indazol-5-yl)-1H-pyrazolo[3,4-b]pyrazin-6-yl)-7-(2-fluorophenyl)-3-azabicyclo[4.1.0]heptan-7-yl)methanamine